(4-morpholinyl)-2-buten-1-one N1(CCOCC1)C(C=CC)=O